CCCCCCCC(C)CCCC(C)CCCC(C)CCCC(C)CCCC(C)CCCOP(=O)(O)O[C@H]1[C@H]([C@H]([C@@H]([C@H](O1)CO)O)O)O The molecule is a fully saturated beta-D-mannose polyisoprenoid phosphoglycolipid (C27 chain-length) obtained from Mycobacterium tuberculosis. It is a glycophospholipid and a mannose phosphate.